[Zn].[Ti].[Fe] iron-titanium-zinc